2-[4-({(1R)-1-[2-fluoro-3-(trifluoromethyl)phenyl]ethyl}amino)-2-methylpyrido[3,4-d]pyrimidin-6-yl]-2,6-diazaspiro[3.4]octan-7-one FC1=C(C=CC=C1C(F)(F)F)[C@@H](C)NC=1C2=C(N=C(N1)C)C=NC(=C2)N2CC1(C2)CNC(C1)=O